FC(C1=NC(=NC(=C1)C(F)(F)F)N1[C@H](C=2NC3=CC=C(C=C3C2CC1)Cl)CC1CCOCC1)(F)F (1S)-2-[4,6-bis(trifluoromethyl)pyrimidin-2-yl]-6-chloro-1-[(oxan-4-yl)methyl]-2,3,4,9-tetrahydro-1H-pyrido[3,4-b]indole